4-(2-anthracenyl)butyl methacrylate C(C(=C)C)(=O)OCCCCC1=CC2=CC3=CC=CC=C3C=C2C=C1